BrCCCCCOC=1C(=CC2=C(N(C[C@H]3N(C2=O)C=C(C3)OS(=O)(=O)C(F)(F)F)C(=O)OCC=C)C1)OC Allyl (S)-8-((5-bromopentyl)oxy)-7-methoxy-5-oxo-2-(((trifluoromethyl)sulfonyl)oxy)-11,11a-dihydro-1H-benzo[e]pyrrolo[1,2-a][1,4]diazepine-10(5H)-carboxylate